C(C)(C)(C)C12OCC(CC1)(CC2)N 1-(tert-butyl)-2-oxabicyclo[2.2.2]octan-4-amine